ClC1=NC=CC(=C1)C#CC=1N=C(N(C1)C1=CC=C(C=C1)F)C(=O)OC methyl 4-((2-chloropyridin-4-yl)ethynyl)-1-(4-fluorophenyl)-1H-imidazole-2-carboxylate